ClC1=NN2C(N=CC3=C2C(CC3C(=O)NC3=NC(=C(C(=C3)CO)N3N=CC=C3)OC)(C)C)=C1 2-chloro-N-(4-(hydroxymethyl)-6-methoxy-5-(1H-pyrazol-1-yl)pyridin-2-yl)-8,8-dimethyl-7,8-dihydro-6H-cyclopenta[e]pyrazolo[1,5-a]pyrimidine-6-carboxamide